2-methyl-4-indolecarbonitrile CC=1NC=2C=CC=C(C2C1)C#N